CC=1N=CC2=C(N1)NC=C2 2-methyl-7H-pyrrolo[2,3-d]pyrimidine